4-(2-methoxyphenyl)-3-trifluoromethyl-1,2,4-triazol-5-one COC1=C(C=CC=C1)N1C(=NNC1=O)C(F)(F)F